((2R,4S)-4-((2,3-Dihydrobenzo[b][1,4]dioxin-6-yl)oxy)-2-methylpiperidin-1-yl)-8-methyl-4H-pyrimido[1,2-b]pyridazin-4-one O1C2=C(OCC1)C=C(C=C2)O[C@@H]2C[C@H](N(CC2)C=2N=C1N(N=CC(=C1)C)C(C2)=O)C